3-(1,3-dimethyl-1H-indazol-5-yl)-2,5-dimethyl-N-[(pyridin-4-yl)methyl]pyrazolo[1,5-a]pyrimidin-7-amine CN1N=C(C2=CC(=CC=C12)C=1C(=NN2C1N=C(C=C2NCC2=CC=NC=C2)C)C)C